[Br-].II molecular iodine bromide